C(C)N1N=C(C(=C1)NC1=NC(=NC=C1)C1=CC=C(C=C1)N1C(NCC1)=O)C 1-(4-(4-((1-ethyl-3-methyl-1H-pyrazol-4-yl)amino)pyrimidin-2-yl)phenyl)imidazolidin-2-one